ClC1=CC=C(C(=N1)C#N)N[C@H](C)C=1C=C(C=C2C(C=C(OC12)C1=NC=CC=C1)=O)C 6-Chloro-3-[[(1R)-1-[6-methyl-4-oxo-2-(2-pyridyl)chromen-8-yl]ethyl]amino]pyridine-2-carbonitrile